silver-potassium cyanide [C-]#N.[K+].[Ag+].[C-]#N